benzyl-(methoxymethyl)[(trimethylsilyl)methyl]amine C(C1=CC=CC=C1)N(C[Si](C)(C)C)COC